N-[6-(difluoromethoxy)-5-fluoro-2-methoxy-3-pyridyl]-7-keto-6-methyl-1H-pyrrolo[2,3-c]pyridine-3-sulfonamide FC(OC1=C(C=C(C(=N1)OC)NS(=O)(=O)C1=CNC=2C(N(C=CC21)C)=O)F)F